C1(=CC=CC=C1)N=[SH2]=O N-phenyl-sulfoximine